C1(NC(C2=C3CC(=CC=C13)C=C2)=O)=O 1H-benzo[des]isoquinoline-1,3(2H)-dione